5-(difluoromethyl)-1-methyl-1,2-dihydrospiro[indole-3,4'-piperidin]-2-one FC(C=1C=C2C(=CC1)N(C(C21CCNCC1)=O)C)F